(3,4-difluorophenyl)-N-(2-(4-methylpiperazin-1-yl)ethyl)-5-phenylAzole-4-carboxamide FC=1C=C(C=CC1F)C=1NC(=C(C1)C(=O)NCCN1CCN(CC1)C)C1=CC=CC=C1